3-carboxyl-2-pentene C(=O)(O)C(=CC)CC